C(C)(C)[Si](C=1OC=CN1)(C(C)C)C(C)C triisopropyl-(oxazol-2-yl)silane